(4-(tert-butyl)-2,6-difluorophenyl)boronic acid C(C)(C)(C)C1=CC(=C(C(=C1)F)B(O)O)F